C(C)(=O)O[C@H]1C[C@H]([C@@]2(CC[C@H]3C(C[C@@H](C[C@@H]3[C@H]2C1=O)C1=CC=CC=C1)=O)C)C(=O)OC methyl (1R,3S,4aR,4bS,6R,8aR,10aR)-3-acetoxy-10a-methyl-4,8-dioxo-6-phenyltetradecahydrophenanthrene-1-carboxylate